Cl.C(C)(C)N1N=NC=2C=CC=3C=NC(=NC3C21)NC2=CC=C(C=C2)N2CCNCC2 1-isopropyl-N-(4-(piperazin-1-yl)phenyl)-1H-[1,2,3]triazolo[4,5-h]quinazolin-8-amine hydrochloride